(±)-1-((1-methyl-1H-1,2,3-triazol-4-yl)(3-(trifluoromethyl)phenyl)methyl)-3-(spiro[3.3]heptan-2-yl)urea CN1N=NC(=C1)[C@H](NC(=O)NC1CC2(C1)CCC2)C2=CC(=CC=C2)C(F)(F)F |r|